CC1(OB(OC1(C)C)C=1C2=C(C=3N(C1)N=CN3)CCC2)C 6-(4,4,5,5-tetramethyl-1,3,2-dioxaborolan-2-yl)-8,9-dihydro-7H-cyclopenta[c][1,2,4]triazolo[1,5-a]pyridine